indole-3-yl β-D-glucopyranosiduronate O([C@H]1[C@H](O)[C@@H](O)[C@H](O)[C@H](O1)C(=O)[O-])C1=CNC2=CC=CC=C12